bis(N4-methyl-thiosemicarbazide) copper [Cu].CNC(NN)=S.CNC(NN)=S